3-(N-(4-((1H-pyrazol-1-yl)methyl)-2,3-dihydrobenzofuro[7,6-d]isoxazol-8-yl)sulfamoyl)-4-methoxybenzoic Acid N1(N=CC=C1)CC1=CC2=C(C(=NO2)NS(=O)(=O)C=2C=C(C(=O)O)C=CC2OC)C2=C1CCO2